1,3-dimethyl-5-[3-[6-[2-(4-piperidyl)ethyl]-3-pyridyl]-8-isoquinolyl]benzimidazol-2-one CN1C(N(C2=C1C=CC(=C2)C=2C=CC=C1C=C(N=CC21)C=2C=NC(=CC2)CCC2CCNCC2)C)=O